tert-butyl (2R)-5-[(3-chloro-2-methylphenyl)carbamothioyl]-4-hydroxy-2-methyl-6-oxo-3,6-dihydropyridine-1(2H)-carboxylate ClC=1C(=C(C=CC1)NC(=S)C1=C(C[C@H](N(C1=O)C(=O)OC(C)(C)C)C)O)C